CC1(C[C@@H](N1)[C@H](O)C=1C=NC=C(C1)F)C (R)-[(R)-4,4-dimethyl-2-azetidinyl](5-fluoro-3-pyridyl)methanol